NC=1N=NC(=CC1N1CC(NCC1)=O)C1=C(C=CC=C1)O 4-(3-amino-6-(2-hydroxyphenyl)pyridazin-4-yl)piperazin-2-one